OC1[C@@H](O)[C@@H](O)[C@@H](O)[C@H](O1)C(=O)O Talopyranuronic acid